(3S,4S)-4-methyl-N-((S)-3-oxo-1-((S)-2-oxopyrrolidin-3-yl)-4-(trifluoromethoxy)butan-2-yl)-1-(2-oxo-2-((1,1,1-trifluoro-2-methylpropan-2-yl)amino)acetyl)pyrrolidine-3-carboxamide C[C@H]1[C@@H](CN(C1)C(C(NC(C(F)(F)F)(C)C)=O)=O)C(=O)N[C@@H](C[C@H]1C(NCC1)=O)C(COC(F)(F)F)=O